3-[1-[4-(trifluoromethoxy)phenyl]cyclopropanecarbonyl]-3-azabicyclo[3.1.0]hexane-2-carboxamide FC(OC1=CC=C(C=C1)C1(CC1)C(=O)N1C(C2CC2C1)C(=O)N)(F)F